C(C)(C)(C)[Si](OCC(C(O[SiH2]C(C)(C)C)(C)C)N(C1=CC=CC=C1)C1=CC=C(C=C1)O[Si](C)(C)C(C)(C)C)(C)C [2-(tert-butyl-dimethyl-siloxy)-1-(tert-butyl-dimethyl-siloxymethyl)-ethyl]-[4-(tert-butyl-dimethyl-siloxy)-phenyl]-phenyl-amine